3-(4-(4-bromophenyl)-1H-1,2,3-triazol-1-yl)benzoic acid BrC1=CC=C(C=C1)C=1N=NN(C1)C=1C=C(C(=O)O)C=CC1